2-Hydroxy-5-ethylbenzoic acid methyl ester COC(C1=C(C=CC(=C1)CC)O)=O